OCC1=C(C=CC=C1O)O 2-hydroxymethyl-benzene-1,3-diol